C12N[C@@H](C(CC1)CC2)C(=O)N2CC1(CN(C1)C1=NC=NC=C1OC1=C(C(=O)N(C(C)C)C(C)C)C=C(C=C1)F)C2 2-[(4-{6-[(1R,3S,4R)-2-azabicyclo[2.2.2]octane-3-carbonyl]-2,6-diazaspiro[3.3]heptane-2-yl}pyrimidin-5-yl)oxy]-5-fluoro-N,N-di(propan-2-yl)benzamide